CC1=C(C=NC(=C1)N1N=CC(=N1)CN1C[C@@H](N[C@@H](C1)C=1C(=C2C(OC(C2=CC1)=O)([2H])[2H])C)C)C#N 4-methyl-6-(4-(((3s,5r)-3-methyl-5-(4-methyl-1-oxo-1,3-dihydroisobenzofuran-5-yl-3,3-d2)piperazin-1-yl)methyl)-2H-1,2,3-triazol-2-yl)pyridine-3-carbonitrile